C(C)OC(=O)C1=C(NC(=N[C@H]1C1=C(C(=CC=C1)F)C)C=1SC=CN1)CN1C[C@@H]2[C@H](CC1)C(N(C2)C=2C=C(C(=O)O)C=CC2)=O 3-((3aS,7aS)-5-(((S)-5-(ethoxycarbonyl)-6-(3-fluoro-2-methylphenyl)-2-(thiazol-2-yl)-3,6-dihydropyrimidin-4-yl)methyl)-1-oxooctahydro-2H-pyrrolo[3,4-c]pyridin-2-yl)benzoic acid